(4-phenoxyphenyl)-sulfonium hexafluorophosphate F[P-](F)(F)(F)(F)F.O(C1=CC=CC=C1)C1=CC=C(C=C1)[SH2+]